The molecule is a member of the class of neuraminic acids that is neuraminic acid attached in sequence to beta-D-galactopyranosyl, 2-acetamido-2-deoxy-beta-D-galactopyranosyl, beta-D-galactopyranosyl, and beta-D-gucoopyranose units by (2->3), (1->3), (1->4), and (1->4) glycosidic linkages, respectively. It is a member of neuraminic acids and an amino pentasaccharide. CC(=O)N[C@@H]1[C@H](C[C@@](O[C@H]1[C@@H]([C@@H](CO)O)O)(C(=O)O)O[C@H]2[C@H]([C@H](O[C@H]([C@@H]2O)O[C@@H]3[C@H]([C@@H](O[C@@H]([C@@H]3O)CO)O[C@H]4[C@H](O[C@H]([C@@H]([C@H]4O)O)O[C@@H]5[C@H](O[C@H]([C@@H]([C@H]5O)O)O)CO)CO)NC(=O)C)CO)O)O